CC(C(=O)O)(C)C1=CC(=CC=C1)CCN[C@H](C1=CC=CC=C1)[C@H]1C(NC2=CC=CN=C2C1)=O 2-methyl-2-(3-(2-(((S)-((S)-2-oxo-1,2,3,4-tetrahydro-1,5-naphthyridin-3-yl)(phenyl)methyl)amino)ethyl)phenyl)propanoic acid